O1C(=CC2=C1C=CC=C2)C2=C(C1=C(NN=N1)C=C2)C=2SC1=C(C2)C=CC=C1 benzofuranyl-(benzothienyl)benzotriazole